Methyl (S)-6-methyl-4,5,6,7-tetrahydropyrazolo[1,5-a]pyrazine-3-carboxylate trifluoroacetate FC(C(=O)O)(F)F.C[C@@H]1NCC=2N(C1)N=CC2C(=O)OC